C(C1=CC=CC=C1)N(CCC(=O)C1CC(N(C1)C(=O)OC(C)(C)C)(C)C)CC1=CC=CC=C1 tert-Butyl 4-[3-(dibenzylamino)propanoyl]-2,2-dimethyl-pyrrolidine-1-carboxylate